Bis(2-ethylhexyl) 5,5'-((5-(hydroxymethyl)-1,3-phenylene)bis(oxy))dipentanoate OCC=1C=C(C=C(C1)OCCCCC(=O)OCC(CCCC)CC)OCCCCC(=O)OCC(CCCC)CC